C(C#C)NCCCCCCCCCCCCCCCCCC N-(prop-2-yn-1-yl)stearylamine